tert-butyl (R)-(1-phenyl-3-(1H-pyrrolo[2,3-c]pyridin-3-yl)propan-2-yl)carbamate C1(=CC=CC=C1)C[C@H](CC1=CNC2=CN=CC=C21)NC(OC(C)(C)C)=O